C1=CC=C(C=2OC3=C(C21)C=CC=C3)C3=NC=CC(=C3)C 2-(dibenzo[B,d]furan-4-yl)-4-methylpyridine